CC(C(=O)N)(CN1C(=C(C2=CC(=CC=C12)[N+](=O)[O-])C(CCC1=CC=CC=C1)=O)C1=CC=CC=C1)C 2,2-Dimethyl-3-(5-nitro-2-phenyl-3-(3-phenylpropanoyl)-1H-indol-1-yl)propanamide